C1(CC1)NC(C1=C(C=C(C(=C1)C=1C=NC(=C(C1)C=1C=NNC1)NCCO)C)F)=O N-cyclopropyl-2-fluoro-5-(6-((2-hydroxyethyl)amino)-5-(1H-pyrazol-4-yl)pyridin-3-yl)-4-methylbenzamide